Cl.Cl.N1=NC=C2N1C=CC(=C2)C2=C(C=CC=C2)O ([1,2,3]triazolo[1,5-a]pyridin-5-yl)phenol dihydrochloride